FC1=CC=C(C=C1)C(C1=CC=C(C=C1)F)=O 4',4-difluorobenzophenone